(4-chlorophenyl)-4,4-dimethyl-3-(1H-1,2,4-triazol-1-ylmethyl)pentan-3-ol ClC1=CC=C(C=C1)CCC(C(C)(C)C)(O)CN1N=CN=C1